2-(((4-methoxy-3,5-dimethylpyridin-2-yl)methyl)thio)-1H-benzo[d]-imidazole-5-yl (S)-2-((((9H-fluoren-9-yl)methoxy)carbonyl)amino)-2-phenylacetate C1=CC=CC=2C3=CC=CC=C3C(C12)COC(=O)N[C@H](C(=O)OC1=CC2=C(NC(=N2)SCC2=NC=C(C(=C2C)OC)C)C=C1)C1=CC=CC=C1